FC1=C(C=C(CC=2NC(=NN2)C(=O)OCC)C=C1)C ethyl 5-(4-fluoro-3-methylbenzyl)-4H-1,2,4-triazole-3-carboxylate